2-Methyl-N-(3-(2-(4-methylpiperazin-1-yl)propyl)-1,2,4-thiadiazol-5-yl)-5-(3-(trifluoro-methyl)phenyl)thiophene-3-carboxamide CC=1SC(=CC1C(=O)NC1=NC(=NS1)CC(C)N1CCN(CC1)C)C1=CC(=CC=C1)C(F)(F)F